3-((cyclobutylmethyl)amino)-5-(2,3,5-trifluorophenyl)-4H-benzo[e][1,2,4]thiadiazine 1,1-dioxide C1(CCC1)CNC1=NS(C2=C(N1)C(=CC=C2)C2=C(C(=CC(=C2)F)F)F)(=O)=O